C(C)(C)(C)C1C2(CC2CN1C(=O)OC(C1=CC=NC=C1)C1=CC(=CC2=C1N=C(S2)C2=C1N=CC(=NC1=CC(=C2)C)COC)OC)CO (6-methoxy-2-(2-(methoxymethyl)-7-methylquinoxalin-5-yl)benzo[d]Thiazol-4-yl)(pyridin-4-yl)methanol tert-butyl-1-(hydroxymethyl)-3-azabicyclo[3.1.0]hexane-3-carboxylate